2-chloro-N-(3-((4-((1-cyclohexylazepan-4-yl)amino)-6,7-dimethoxyquinazolin-2-yl)amino)propyl)acetamide ClCC(=O)NCCCNC1=NC2=CC(=C(C=C2C(=N1)NC1CCN(CCC1)C1CCCCC1)OC)OC